(R)-N-((S)-(3-chloro-2,4-difluorophenyl)((1R,3s,5S)-6,6-difluorobicyclo[3.1.0]hexan-3-yl)methyl)-2-methyl-3-oxopiperazine-1-carboxamide ClC=1C(=C(C=CC1F)[C@@H](NC(=O)N1[C@@H](C(NCC1)=O)C)C1C[C@H]2C([C@H]2C1)(F)F)F